FC1=C(C=C(C=C1)NC(=O)[C@@H]1[C@@H]([C@@H]\2CC[C@H]1/C2=C/C(F)(F)F)NC(=O)C=2C=C(C=CC2OC)C2CC(CCC2)NCC(=O)OCC)C(F)(F)F ethyl (3-(3-(((1R,2R,3S,4R,Z)-3-((4-fluoro-3-(trifluoromethyl)phenyl)carbamoyl)-7-(2,2,2-trifluoroethylidene)bicyclo[2.2.1]heptan-2-yl)carbamoyl)-4-methoxyphenyl)cyclohexyl)glycinate